6-(benzylsulfanyl)-1-(4-bromo-5-fluoro-2-methoxyphenyl)-5-fluoroquinolin-2(1H)-one C(C1=CC=CC=C1)SC=1C(=C2C=CC(N(C2=CC1)C1=C(C=C(C(=C1)F)Br)OC)=O)F